((3R,4S)-3-amino-4-methylpiperidin-1-yl)methanone hydrochloride Cl.N[C@H]1CN(CC[C@@H]1C)C=O